ClC1=C(C=CC=C1C1=C(C(=NC=C1)C1=CC2=C(CNCCO2)C=C1)Cl)C1=CC=C(C(=N1)OC)CNC[C@@H]1CCC(N1)=O (S)-5-((((6-(2-Chloro-3-(3-chloro-2-(2,3,4,5-tetrahydrobenzo[f][1,4]oxazepin-8-yl)pyridin-4-yl)phenyl)-2-methoxypyridin-3-yl)methyl)amino)methyl)pyrrolidin-2-one